benzenetri-carboxylic acid C1(=C(C(=CC=C1)C(=O)O)C(=O)O)C(=O)O